(S)-4-(7-fluoro-imidazo[1,2-a]pyridin-3-yl)-7-((6-((methyl(2,2,2-trifluoroeth-yl)amino)meth-yl)-5-(tetrahydrofuran-3-yl)pyridin-2-yl)amino)isoindolin-1-one FC1=CC=2N(C=C1)C(=CN2)C2=C1CNC(C1=C(C=C2)NC2=NC(=C(C=C2)[C@H]2COCC2)CN(CC(F)(F)F)C)=O